N'-(2-chloro-4-(3-((5-fluoropyridin-2-yl)oxy)oxetan-3-yl)-5-methylphenyl)-N-ethyl-N-methylformimidamide ClC1=C(C=C(C(=C1)C1(COC1)OC1=NC=C(C=C1)F)C)N=CN(C)CC